ICCCCCCC(C)I 1,7-Diiodooctane